P(=O)(O)(O)O.C(C1=CC=CC=C1)C1=C(C=CC=C1)P(C1=CC=CC=C1)C1=CC=CC=C1 benzyltriphenylphosphine phosphate